N3-Cyclopropyl-N5-methyl-1-(3-methylbenzyl)-1H-pyrazole-3,5-dicarboxamide C1(CC1)NC(=O)C1=NN(C(=C1)C(=O)NC)CC1=CC(=CC=C1)C